tert-butyl 6-(1-(3-acrylamidophenyl)-3-amino-1H-pyrazol-4-yl)-1-oxo-2,3-dihydro-1H-spiro[isoquinoline-4,3'-piperidine]-1'-carboxylate C(C=C)(=O)NC=1C=C(C=CC1)N1N=C(C(=C1)C=1C=C2C(=CC1)C(NCC21CN(CCC1)C(=O)OC(C)(C)C)=O)N